O=C1NC=CC=C1S(=O)(=O)NC(=O)C=1C(=NC(=CC1)C1OCCCC1)N1C(C[C@@H](C1)C)(C)C N-[(2-Oxo-1H-pyridin-3-yl)sulfonyl]-6-tetrahydropyran-2-yl-2-[(4S)-2,2,4-trimethylpyrrolidin-1-yl]pyridin-3-carboxamid